C1=C(C=CC=2SC3=C(C21)C=CC=C3)NC3=C(C=CC2=C3OC3=C2C=CC=C3)C3=CC=CC=C3 N-(dibenzo[b,d]thiophen-2-yl)-3-phenyldibenzo[b,d]furan-4-amine